3-(4-(2-(4-(4-Bromo-5-chloro-2-fluorophenyl)piperazin-1-yl)ethyl)-3-methyl-1H-indazol-1-yl)piperidine-2,6-dione BrC1=CC(=C(C=C1Cl)N1CCN(CC1)CCC1=C2C(=NN(C2=CC=C1)C1C(NC(CC1)=O)=O)C)F